6-((4-((6-isopropylpyridin-3-yl)methoxy)-3-methoxyphenyl)amino)-3-morpholinoquinoxaline-5-carbonitrile C(C)(C)C1=CC=C(C=N1)COC1=C(C=C(C=C1)NC1=C(C=2N=C(C=NC2C=C1)N1CCOCC1)C#N)OC